BrC1=CC=CC(=N1)C(=O)N(C(C)C)CCC=C 6-bromo-N-(3-buten-1-yl)-N-isopropylpyridineamide